rac-(1r,2r,4s,5r,6s)-6-hydroxy-4-(1-methyl-3-(trifluoromethyl)-1H-pyrazol-4-yl)-N-(4-methyl-3-(trifluoromethyl)phenyl)-8-oxatricyclo[3.2.1.02,4]octane-2-carboxamide O[C@@H]1[C@H]2[C@@]3(C[C@@]3([C@@H](C1)O2)C(=O)NC2=CC(=C(C=C2)C)C(F)(F)F)C=2C(=NN(C2)C)C(F)(F)F |r|